(2S)-2-amino-4-carbamoyl-butyric acid N[C@H](C(=O)O)CCC(N)=O